Dihydrodibenzothiophene C1CC2=C(C=C1)SC3=CC=CC=C23